Cl.Cl.C(C1=CC=CC=C1)C1N=C2SC=C(N2C1)CSC=1NC2=CC=CC(=C2CN1)Cl 6-benzyl-3-(((5-chloro-1,4-dihydroquinazolin-2-yl)thio)methyl)-5,6-dihydroimidazo[2,1-b]Thiazole dihydrochloride